1-(m-chlorophenyl)piperazine ClC=1C=C(C=CC1)N1CCNCC1